2-methyl-5-(4-methylpiperazin-1-yl)-N-(1-(2-oxo-1,2-dihydrobenzo[cd]indol-6-yl)cyclopropyl)benzamide CC1=C(C(=O)NC2(CC2)C=2C=3C4=C(C(NC4=CC2)=O)C=CC3)C=C(C=C1)N1CCN(CC1)C